C(C)N(CCCNC)CC diethyl-(methyl)aminopropylamine